C(C(C)C)=NC1CCC(CC1)CC1CCC(CC1)N=CC(C)C N,N'-bis(isobutylidene)-4,4'-methylene-bis(cyclohexyl-amine)